5-((5-(6-(((1R,3R)-3-aminocyclopentyl)oxy)-3-chloro-2-fluorophenyl)-1H-pyrazol-3-yl)amino)pyrazine-2-carbonitrile N[C@H]1C[C@@H](CC1)OC1=CC=C(C(=C1C1=CC(=NN1)NC=1N=CC(=NC1)C#N)F)Cl